NC=1NC(C2=C(N1)NC=C2CCC2=CC=C(C(=O)N[C@H](C(=O)O)CCC(=O)O)C=C2)=O (2S)-2-[[4-[2-(2-amino-4-oxo-3,7-dihydropyrrolo[2,3-d]pyrimidin-5-yl)ethyl]benzoyl]amino]glutaric acid